N-[6-(4,4-difluoropiperidin-1-yl)pyridin-2-yl]-4-((2-hydroxyethyl)sulfonylamino)-2-{spiro[2.5]oct-5-en-6-yl}benzamide FC1(CCN(CC1)C1=CC=CC(=N1)NC(C1=C(C=C(C=C1)NS(=O)(=O)CCO)C1=CCC2(CC2)CC1)=O)F